5-[4-Chloro-2-(1,2,3,6-tetrahydropyridin-4-yl)-1,3-benzothiazol-6-yl]-2-methyl-2H-indazol-7-carbonitril-Hydrochlorid Cl.ClC1=CC(=CC2=C1N=C(S2)C=2CCNCC2)C2=CC1=CN(N=C1C(=C2)C#N)C